ClC=1C=C(C=C(C1)Cl)C1(C=C(NO1)C1=CC=C(C(=O)O)C=C1)C(F)(F)F 4-(5-(3,5-dichlorophenyl)-5-(trifluoromethyl)-3-isoxazolyl)benzoic acid